(1s,2s)-1-amino-5-(5-ethyl-1,2,4-oxadiazol-3-yl)-2,3-dihydro-1H-inden-2-ol hydrochloride Cl.N[C@@H]1[C@H](CC2=CC(=CC=C12)C1=NOC(=N1)CC)O